NC=1C=C(C(=NC1)F)C=1C2=C(C(=NC1)OC)N=C(S2)NC(=O)N2CC1(CC2)CCOCC1 8-Oxa-2-aza-spiro[4.5]decane-2-carboxylic acid [7-(5-amino-2-fluoro-pyridin-3-yl)-4-methoxy-thiazolo[4,5-c]pyridin-2-yl]-amide